Phospholide P1[C-]=CC=C1